BrC1=NN2C(C=CC(=C2C(F)(F)F)C=2C=NN(C2)C(C)OCC)=N1 2-bromo-6-(1-(1-ethoxyethyl)-1H-pyrazol-4-yl)-5-(trifluoromethyl)-[1,2,4]triazolo[1,5-a]pyridine